S1C(CC1)SSC1SCC1 bisthietanyl disulfide